C(C)(C)C1=C(CC2=C1N(C=1C=CC=CC21)C)C 3-isopropyl-2,4-dimethyl-1,4-dihydro-cyclopenta[b]indole